OCC1C(CC=2C(C3(C(C(C12)=O)C)CC3)C)C (hydroxymethyl)-2',4',6'-trimethyl-1',2',3',4'-tetrahydrospiro[cyclopropane-1,5'-inden]-7'(6'H)-one